ClC=1N=C(C(=NC1)C)C 5-chloro-2,3-dimethyl-pyrazine